N1C=CC=2C1=NC=C(C2)S 1H-pyrrolo[2,3-b]Pyridine-5-thiol